1-(4-methoxybenzyl)-3-(2-(1,2,3,4-tetrahydronaphthalene-1-carbonyl)-2-azaspiro[3.3]hept-6-yl)urea COC1=CC=C(CNC(=O)NC2CC3(CN(C3)C(=O)C3CCCC4=CC=CC=C34)C2)C=C1